CC1(OCC[C@@H](C1)C1=C(N(C2=CC=CC=C12)C1(C2CCCC12)C1=NOC(N1)=O)C(=O)N(C1=CC=CC=C1)C)C ((S)-2,2-Dimethyltetrahydro-2H-pyran-4-yl)-N-methyl-1-(6-(5-oxo-4,5-dihydro-1,2,4-oxadiazol-3-yl)bicyclo[3.1.0]hex-6-yl)-N-phenyl-1H-indole-2-carboxamide